1-[5-cyano-6-[(2,2-difluoro-1,3-benzodioxol-5-yl)methoxy]-2-(trifluoromethyl)pyridine-3-carbonyl]-N,N-dimethyl-piperidine-4-sulfonamide C(#N)C=1C=C(C(=NC1OCC1=CC2=C(OC(O2)(F)F)C=C1)C(F)(F)F)C(=O)N1CCC(CC1)S(=O)(=O)N(C)C